tert-butyl 5-(hydroxymethyl)-1,4-diazepane-1-carboxylate OCC1NCCN(CC1)C(=O)OC(C)(C)C